3-isopropyl-5-(4-(((6-(pyridin-4-yl)imidazo[2,1-b][1,3,4]thiadiazol-2-yl)oxy)methyl)piperidin-1-yl)-1,2,4-oxadiazol C(C)(C)C1=NOC(=N1)N1CCC(CC1)COC1=NN2C(S1)=NC(=C2)C2=CC=NC=C2